cyclohexene-3,4-dicarboxylate C1=CC(C(CC1)C(=O)[O-])C(=O)[O-]